BrC=1C=CC(=NC1COC)C(=O)O 5-bromo-6-(methoxymethyl)picolinic acid